5-(2-((4-((R)-2-(4-Chloro-2-fluorophenyl)-2H-chromen-8-yl)piperidin-1-yl)methyl)-3-(((S)-oxetan-2-yl)methyl)-3H-imidazolo[4,5-c]pyridin-6-yl)-4H-1,2,4-triazole-3-carboxamide ClC1=CC(=C(C=C1)[C@@H]1OC2=C(C=CC=C2C=C1)C1CCN(CC1)CC1=NC2=C(C=NC(=C2)C=2NC(=NN2)C(=O)N)N1C[C@H]1OCC1)F